COC(C(=O)[O-])=CC methoxybut-2-enoate